(N-(1-((4-fluorophenyl)sulfonyl)-1,2,3,4-tetrahydroquinolin-7-yl)sulfonamide) benzoate C(C1=CC=CC=C1)(=O)O.FC1=CC=C(C=C1)S(=O)(=O)N1CCCC2=CC=C(C=C12)NS(=O)=O